N1C=CC=2C(NC=3C=CC=CC3C21)=O 1,5-dihydro-4H-pyrrolo[3,2-c]quinolin-4-one